C(C1=CC=CC=C1)(C1=CC=CC=C1)NC1=C2C(=C(N=N1)C#CCN(C)C)N(C=C2)C 3-(4-((Benzhydryl)amino)-1-methyl-1H-pyrrolo[2,3-d]pyridazin-7-yl)-N,N-dimethylpropan-2-yn-1-amine